2-(5,5-dimethyl-4,5,6,7-tetrahydro-1H-benzo[d]imidazol-2-yl)-N-hydroxyisoindoline-4-carboxamide hydrochloride Cl.CC1(CC2=C(NC(=N2)N2CC=3C=CC=C(C3C2)C(=O)NO)CC1)C